NC1=C(OCCCCCOC2=C(C=CC=C2)N)C=CC=C1 1,5-bis(2-aminophenoxy)pentane